F\C(=C/CN)\CS(=O)(=O)C1=CC=C(C)C=C1 (Z)-3-Fluoro-4-tosylbut-2-en-1-amin